C1(CC1)NC(=O)C=1C=C2C=C(NC2=C(C1)NC1CCOCC1)C1=CC=CC=C1 N-cyclopropyl-2-phenyl-7-((tetrahydro-2H-pyran-4-yl)amino)-1H-indole-5-carboxamide